6,6'-(4-(naphthalen-2-yl)-[1,1'-biphenyl]-3,3'-diyl)bis(2,4-diphenyl-1,3,5-triazine) C1=C(C=CC2=CC=CC=C12)C1=C(C=C(C=C1)C1=CC(=CC=C1)C1=NC(=NC(=N1)C1=CC=CC=C1)C1=CC=CC=C1)C1=NC(=NC(=N1)C1=CC=CC=C1)C1=CC=CC=C1